N-methoxyhydroxylamine hydrochloride Cl.CONO